CC1=C(OC2=C1C=C(C=C2)S(N(CCC2=CC=CC=C2)CC2=CC=C(C=C2)C2=CC=CC=C2)(=O)=O)C(=O)O 3-Methyl-5-(N-([1,1'-biphenyl]-4-ylmethyl)-N-phenethylsulfamoyl)benzofuran-2-carboxylic acid